2-(4-(3-hydroxy-8-azabicyclo[3.2.1]octan-8-yl)butyl)-4-phenylpyridazin-3(2H)-one OC1CC2CCC(C1)N2CCCCN2N=CC=C(C2=O)C2=CC=CC=C2